(1H-benzimidazol-2-yl)-methylamine N1C(=NC2=C1C=CC=C2)NC